C(C=C)(=O)N[C@H]1CN(CCC1)CC1=CC(=NC=C1)C(=O)NC1=CC=C(C=C1)C1=CC2=C(N=CN=C2N2CCOCC2)N1 (R)-4-((3-Acrylamidopiperidin-1-yl)methyl)-N-(4-(4-morpholino-7H-pyrrolo[2,3-d]pyrimidine-6-yl)phenyl)picolinamide